OC1=C(C=C(C=C1C(C)(C)C)NC1=NC(=NC(=N1)SCCCCCCCC)SCCCCCCCC)C(C)(C)C 6-(4-hydroxy-3,5-di-tert-butylphenylamino)-2,4-di-n-octylthio-1,3,5-triazine